N-(2-(dimethylamino)ethyl)-4-(3,8,9,10,11,12-hexahydrocyclohepta[c]pyrazolo[4,3-f]quinolin-7-yl)benzamide CN(CCNC(C1=CC=C(C=C1)C1=NC2=CC=C3C(=C2C2=C1CCCCC2)C=NN3)=O)C